C(C)(C)(CC)C1=CC(=CC(=C1O)C(C)(C)CC)C 2,6-di-tert-amyl-p-cresol